tert-Butyl 4-(2-(4-(7-(4-cyano-3-(trifluoromethyl)phenyl)-8-oxo-6-thioxo-5,7-diazaspiro[3.4]octan-5-yl)-2-ethylphenoxy)ethyl)piperidine-1-carboxylate C(#N)C1=C(C=C(C=C1)N1C(N(C2(CCC2)C1=O)C1=CC(=C(OCCC2CCN(CC2)C(=O)OC(C)(C)C)C=C1)CC)=S)C(F)(F)F